C1(CC1)S(=O)(=O)C=1N=C2N(N1)[C@@H](C[C@@H]2F)C2=C(C(=CC=C2)F)F (5s,7s)-2-cyclopropylsulfonyl-5-(2,3-difluorophenyl)-7-fluoro-6,7-dihydro-5H-pyrrolo[1,2-b][1,2,4]triazole